N[C@H]1C[C@H]([C@H](C1)C(=O)N[C@@H](C1(CCCC1)C)C1=C(C(=CC=C1F)Cl)Cl)CO (1S,2R,4S)-4-amino-N-((S)-(2,3-dichloro-6-fluorophenyl)(1-methylcyclopentyl)methyl)-2-(hydroxymethyl)cyclopentane-1-carboxamide